N1=CC=CC=C1C(N)=S pyridine-6-carbothioamide